5-((4-(((S)-2-hydroxy-1-phenylethyl)amino)-5-(5-(pyridin-3-yl)-1,3,4-oxadiazol-2-yl)pyrimidin-2-yl)amino)-3-methylisoindolin-1-one OC[C@H](C1=CC=CC=C1)NC1=NC(=NC=C1C=1OC(=NN1)C=1C=NC=CC1)NC=1C=C2C(NC(C2=CC1)=O)C